2-(2-chloro-N-(2-((5-chloro-2-(4-chloro-1H-1,2,3-triazol-1-yl)phenyl)amino)-2-oxoethyl)acetamido)-3-(4-fluorophenyl)propanoic acid ethyl ester C(C)OC(C(CC1=CC=C(C=C1)F)N(C(CCl)=O)CC(=O)NC1=C(C=CC(=C1)Cl)N1N=NC(=C1)Cl)=O